2-(5-Chloro-2-fluorophenyl)pyridin-3-yl-[1,2,4]triazolo[1,5-b]pyridazin ClC=1C=CC(=C(C1)C1=NC=CC=C1C1=NN2N=CC=CC2=N1)F